CN1C[C@@H]([C@@H](CC1)NC=1C=2N(C=CC1)C(=C(N2)C#CCNC2=C(C=C(C(=O)NC)C=C2)OC)SC(F)(F)F)C 4-((3-(8-(((3S,4R)-1,3-dimethylpiperidin-4-yl)amino)-3-((trifluoromethyl)thio)imidazo[1,2-a]pyridin-2-yl)prop-2-yn-1-yl)amino)-3-methoxy-N-methylbenzamide